1-chloroethyl ((2,2-dimethyl-1,3-dioxolan-4-yl)methyl) carbonate C(OC(C)Cl)(OCC1OC(OC1)(C)C)=O